C1=C(C=CC2=CC=CC=C12)C=1C(=NC2=CC=CC=C2C1)S(=O)(=O)C1C(C(C=CC1=O)=O)=O (2-naphthyl-2-quinolinesulfonyl)-2-oxo-1,4-benzoquinone